C(C(C)C)N[Si](C)(C)NCC(C)C Bis(iso-butylamino)dimethylsilan